7-(4-Cyclopropyl-3-methoxyphenyl)-2-azaspiro[3.5]nonan C1(CC1)C1=C(C=C(C=C1)C1CCC2(CNC2)CC1)OC